1,2-Diphytoyl-sn-glycero-3-phosphate C(\C=C(/C)\CCC[C@H](C)CCC[C@H](C)CCCC(C)C)(=O)OC[C@@H](OC(\C=C(/C)\CCC[C@H](C)CCC[C@H](C)CCCC(C)C)=O)COP(=O)(O)O